N1CCC(CC1)N1CC2=CC(=CC=C2CC1)C1C(NC(CC1)=O)=O 3-(2-(piperidin-4-yl)-1,2,3,4-tetrahydroisoquinolin-7-yl)piperidine-2,6-dione